FC([C@]12CN(C[C@@]2(C1)C(=O)NN)C1=C2C=CC=NC2=C(C=C1)C(F)(F)F)(F)F (1S,5R)-5-(trifluoromethyl)-3-(8-(trifluoromethyl)quinolin-5-yl)-3-azabicyclo[3.1.0]hexane-1-carbohydrazide